NC1=NC(=C(C=2C1=CN(N2)CC2=C(C=CC=C2)F)C2=NC=NC=C2)C=2C=C(C#N)C=CC2 3-(4-amino-2-(2-fluorobenzyl)-7-(pyrimidin-4-yl)-2H-pyrazolo[4,3-c]pyridin-6-yl)benzonitrile